1-phenethyl-1H-pyrazol-4-amine C(CC1=CC=CC=C1)N1N=CC(=C1)N